4-[4-(1,3-Benzooxazol-2-yl)-4-methylpiperidin-1-yl]-7-fluoro-1-methyl-2-oxo-1,2-dihydroquinoline-3-carboxamide O1C(=NC2=C1C=CC=C2)C2(CCN(CC2)C2=C(C(N(C1=CC(=CC=C21)F)C)=O)C(=O)N)C